Methyl 8-hydroxy-2-naphthoate OC=1C=CC=C2C=CC(=CC12)C(=O)OC